C(C)(C)(C)OC(=O)N1CCC(CC1)CN1CCN(CC1)C(=O)NCCCC(=O)O 4-(4-((1-(tert-butoxycarbonyl)piperidin-4-yl)methyl)piperazine-1-carboxamido)butanoic acid